C1=CC=CC=2C3=CC=CC=C3N(C12)C=1C=C(C=CC1)C1=CC(=CC=C1)N1C2=C(C3=CC=CC=C13)C=CC=N2 9-(3'-(9H-carbazol-9-yl)[1,1'-biphenyl]-3-yl)-9H-pyrido[2,3-b]indole